C(C)OC1(C=C(C(C(C1)(C)C)=O)C#N)C1=NC=C(C=C1)F 3-ethoxy-3-(5-fluoropyridin-2-yl)-5,5-dimethyl-6-oxocyclohex-1-ene-1-carbonitrile